FC1=CC(=C(OC=2C(=NC=NC2)N2CC3(CCN(C3)CC3=CC4=C(NC(N4)=O)C=C3)CC2)C=C1)C1=CC(=NN1C(C)C)C(F)(F)F 5-((7-(5-(4-fluoro-2-(1-isopropyl-3-(trifluoromethyl)-1H-pyrazol-5-yl)phenoxy)pyrimidin-4-yl)-2,7-diazaspiro[4.4]nonan-2-yl)methyl)-1,3-dihydro-2H-benzo[d]imidazol-2-one